ClC1=NC=C2C(=CN=C(C2=C1)C(C)C)N1CC(C1)CS(=O)(=O)C 7-Chloro-1-isopropyl-4-(3-((methylsulfonyl)methyl)azetidin-1-yl)-2,6-naphthyridine